(6-((trans-4-((4-bromophenyl)sulfonyl)cyclohexyl)amino)pyridin-3-yl)dimethylphosphine oxide BrC1=CC=C(C=C1)S(=O)(=O)[C@@H]1CC[C@H](CC1)NC1=CC=C(C=N1)P(C)(C)=O